C(C)(C)(C)SN1CCOCC1 4-(tert-butylsulfanyl)morpholine